COC1=CC=C(CNS(=O)(=O)/C=C/C2CN(C2)C(=O)OC(C)(C)C)C=C1 (E)-tert-butyl 3-(2-(N-(4-methoxybenzyl)sulfamoyl)vinyl)azetidine-1-carboxylate